Cl.C1=CC=CC=2C3=CC=CC=C3C(C12)COC(=O)N(CC(=O)O)CCCN1CCOCC1 2-({[(9H-fluoren-9-yl)methoxy]carbonyl}[3-(morpholin-4-yl)propyl]amino)acetic acid hydrochloride